(S)-2-((((1R,2R)-2-allylcyclopropyloxy)carbonyl)amino)-3,3-dimethylbutyric acid (S)-1-phenylethane-1-amine salt C1(=CC=CC=C1)[C@H](C)N.C(C=C)[C@H]1[C@@H](C1)OC(=O)N[C@H](C(=O)O)C(C)(C)C